C(C)C1=CC=C(C=C1)S(=O)(=O)C=1C=NC2=CC=C(C=C2C1N1CCN(CC1)C)C 3-((4-ethylphenyl)sulfonyl)-6-methyl-4-(4-methylpiperazin-1-yl)quinoline